1,4-cyclohexanedicarboxaldehyde C1(CCC(CC1)C=O)C=O